CC=1C=C(C=CC1COC1=NC(=CC=C1)C1CCNCC1)C(C)=O 1-(3-methyl-4-(((6-(piperidin-4-yl)pyridin-2-yl)oxy)methyl)phenyl)ethan-1-one